2,3',6',7-tetrabromospiro[fluoren-9,9'-xanthene] BrC1=CC2=C(C=C1)C1=CC=C(C=C1C21C2=CC=C(C=C2OC=2C=C(C=CC12)Br)Br)Br